N-benzyl-2-(6-(3-(4-methoxybenzyl)ureido)spiro[3.3]heptan-2-yl)-N-methylacetamide C(C1=CC=CC=C1)N(C(CC1CC2(C1)CC(C2)NC(=O)NCC2=CC=C(C=C2)OC)=O)C